1-(3-bromo-2,4-dihydro-phenyl)-3-chloropropane-1-one BrC1CC(C=CC1)C(CCCl)=O